FC1=CC=C(C=C1)C=1N=CN(C1C=1SC(=CN1)C(=O)NC1=CC=C(C=C1)N1CCN(CC1)C)C(C)C 2-(4-(4-fluorophenyl)-1-isopropyl-1H-imidazol-5-yl)-N-(4-(4-methylpiperazin-1-yl)phenyl)thiazole-5-carboxamide